ClC1=CC=C(C=2SC3=CC=CC=C3C(C12)=O)OCCC 1-Chloro-4-propoxythioxanthen-9-one